C(C)(C)(CC(C)(C)C)NC1=NC(=NC(=N1)Cl)Cl 4-tertOctylamino-2,6-dichloro-1,3,5-triazine